IC1=NN(C=C1)CCC iodo-1-propyl-1H-pyrazole